S1N=CC2=C1C=CC=1C=3C=CC=CC3C=CC12 Phenanthroisothiazole